3-(7-fluoro-1-methyl-6-(piperazin-1-yl)-1H-indazol-3-yl)piperidine-2,6-dione FC=1C(=CC=C2C(=NN(C12)C)C1C(NC(CC1)=O)=O)N1CCNCC1